The molecule is a cobalt corrinoid consisting of cobinamide guanosyl diphosphate having a 5'-adenosyl group attached to the central cobalt atom. It has a role as an Escherichia coli metabolite. It is a member of adenosines, a guanosine 5'-phosphate and a cobalt corrinoid. It is a conjugate acid of an adenosylcobinamide guanosyl diphosphate(1-). C/C/1=C/2\\[C@@]([C@@H](C(=N2)/C=C\\3/C([C@@H](C(=N3)/C(=C\\4/[C@]([C@H]([C@@H]([N-]4)[C@]5([C@@]([C@@H](C1=N5)CCC(=O)N)(C)CC(=O)N)C)CC(=O)N)(C)CCC(=O)NC[C@@H](C)OP(=O)(O)OP(=O)(O)OC[C@@H]6[C@H]([C@H]([C@@H](O6)N7C=NC8=C7N=C(NC8=O)N)O)O)/C)CCC(=O)N)(C)C)CCC(=O)N)(C)CC(=O)N.[CH2-][C@@H]1[C@H]([C@H]([C@@H](O1)N2C=NC3=C(N=CN=C32)N)O)O.[Co]